CN1N=C2C=3N(CCCC2=C1)N=C1C3CN(CC1)C(=O)OC(C)(C)C tert-butyl 2-methyl-4,5,6,9,10,12-hexahydropyrazolo[3,4-c]pyrido[4',3':3,4]pyrazolo[1,5-a]azepine-11(2H)-carboxylate